methyl N-(2-methyl-1,3-benzothiazol-6-yl)ethanimidothioate CC=1SC2=C(N1)C=CC(=C2)N=C(C)SC